C1(CCCC1)[C@H](NC(=O)C=1C(=NOC1)C)C1=NC2=C(N1)C=CC(=C2F)C2COCC2C(=O)N2CC(C2)(F)F N-[(S)-cyclopentyl-{5-[4-(3,3-difluoroazetidine-1-carbonyl)tetrahydrofuran-3-yl]-4-fluoro-1H-benzoimidazol-2-yl}methyl]-3-methylisoxazole-4-carboxamide